C1(=CC=CC=C1)C1CC=C2C1=NN=C2 6-phenyl-5,6-dihydrocyclopenta[c]pyrazole